1-(4-(1H-pyrazol-1-yl)benzyl)piperidin N1(N=CC=C1)C1=CC=C(CN2CCCCC2)C=C1